Cl.ClC=1C=CC(=C(CN2C[C@@H](CC2)CN)C1)OC(C)C (S)-(1-(5-chloro-2-isopropoxybenzyl)pyrrolidin-3-yl)methanamine hydrochloride